2,5-bistrifluoromethyl-1,4-benzenedicarboxylic acid FC(C1=C(C=C(C(=C1)C(=O)O)C(F)(F)F)C(=O)O)(F)F